2-Chloro-5-oxazol-5-yl-pyridine ClC1=NC=C(C=C1)C1=CN=CO1